OC1CC2N3CCC(CC3=C1)C2 endo-hexahydro-8-hydroxy-2,6-methylene-2H-quinolizine